[Ti].C1(CC1)C1=CC2=C(N=C(N=C2)NC2=CC=C(C=C2)N2CCN(CC2)C)N1C1=CC=CC(=N1)C(C)(C)O 2-(6-(6-cyclopropyl-2-((4-(4-methylpiperazin-1-yl)phenyl)amino)-7H-pyrrolo[2,3-d]pyrimidin-7-yl)pyridin-2-yl)propan-2-ol titanium